FC1(C[C@H](CCC1)[C@H](NC(=O)C1=CC=NN1CC)C=1N=C2N(N=C(C(=N2)N2CCOCC2)CC2C(NC[C@@H](C2)C(F)(F)F)=O)C1)F N-((1S)-((S)-3,3-difluorocyclohexyl)(3-morpholino-2-(((5R)-2-oxo-5-(trifluoromethyl)piperidin-3-yl)methyl)imidazo[1,2-b][1,2,4]triazin-6-yl)methyl)-1-ethyl-1H-pyrazole-5-carboxamide